(E)-N'-(3-chlorobenzyl)imidazo[1,2-a]pyridine-2-carbohydrazide ClC=1C=C(CNNC(=O)C=2N=C3N(C=CC=C3)C2)C=CC1